OCCCN(CC1=CC=CC=C1)CC1=CC=CC=C1 N-(3-hydroxypropyl)dibenzylamine